(R)-tert-Butyl (1-(4-chloro-3-nitrobenzoyl)piperidin-3-yl)carbamate ClC1=C(C=C(C(=O)N2C[C@@H](CCC2)NC(OC(C)(C)C)=O)C=C1)[N+](=O)[O-]